Tert-butyl 4-((4-(6-amino-8-oxo-7-(4-phenoxyphenyl)-7,8-dihydro-9H-purin-9-yl) piperidin-1-yl) methyl)-[1,4'-bipiperidine]-1'-carboxylate NC1=C2N(C(N(C2=NC=N1)C1CCN(CC1)CC1CCN(CC1)C1CCN(CC1)C(=O)OC(C)(C)C)=O)C1=CC=C(C=C1)OC1=CC=CC=C1